Tert-butyl (3R)-3-(5-cyano-6-methyl-3-pyridyl)isoxazolidine-2-carboxylate C(#N)C=1C=C(C=NC1C)[C@@H]1N(OCC1)C(=O)OC(C)(C)C